4-[5-(4-methylphenyl)-3-(pyrrolidin-3-ylmethylamino)pyrazol-1-yl]benzonitrile CC1=CC=C(C=C1)C1=CC(=NN1C1=CC=C(C#N)C=C1)NCC1CNCC1